ClC1=CC=C(S1)CNC1=CC(=NN1)C1CN(CC1)S(=O)(=O)C N-[(5-Chlorothiophen-2-yl)methyl]-3-(1-methansulfonylpyrrolidin-3-yl)-1H-pyrazol-5-amin